BrC1=NC(=CC(=C1O)C1=CC(=C(C=C1)N1C(N(C=C1)C)=O)F)C 1-(4-(2-bromo-3-hydroxy-6-methylpyridin-4-yl)-2-fluorophenyl)-3-methyl-1H-imidazol-2(3H)-one